CC1(C(CC2=CC=CC=C12)NC1=CC=C(C=C1)[C@@H](C(F)(F)F)N(C(=O)C1CN(C1)S(=O)(=O)C)C)C N-((1S)-1-(4-((1,1-dimethyl-2,3-dihydro-1H-inden-2-yl)amino)phenyl)-2,2,2-trifluoroethyl)-N-methyl-1-(methylsulfonyl)azetidine-3-carboxamide